pyrido[3,4-d]pyrimidin-2-ol N1=C(N=CC2=C1C=NC=C2)O